COC1=NC=CC(=N1)C=1N=NN(C1)C=1C=C2CN(C(C2=CC1)=O)C1C(NC(CC1)=O)=O 3-(5-(4-(2-methoxypyrimidin-4-yl)-1H-1,2,3-triazol-1-yl)-1-oxoisoindolin-2-yl)piperidine-2,6-dione